2-cyano-2,3-diisopropylbutanedioic acid methyl ester COC(C(C(C(=O)O)C(C)C)(C(C)C)C#N)=O